5-(methylamino)-6-(1-methylbenzimidazol-4-yl)-3-(4-morpholinoanilino)pyrazine-2-carboxylic acid CNC=1N=C(C(=NC1C1=CC=CC=2N(C=NC21)C)C(=O)O)NC2=CC=C(C=C2)N2CCOCC2